7-bromo-5-chloro-N,N-dimethylbenzofuran-2-carboxamide BrC1=CC(=CC=2C=C(OC21)C(=O)N(C)C)Cl